C[C@H]1[C@H]2[C@H](C[C@H]3[C@@H]4CC[C@@H]5CCCC[C@]5(C)[C@H]4CC[C@]23C)O[C@]12CC[C@@H](C)CO2 (25R)-5beta-spirostan